COC=1C=C2CCN(CC2=CC1NC1=NC=C(C(=N1)NC1=C2CCNC(C2=CC=C1)=O)C(=O)N)C 2-[(6-methoxy-2-methyl-1,2,3,4-tetrahydroisoquinolin-7-yl)amino]-4-[(1-oxo-1,2,3,4-tetrahydroisoquinolin-5-yl)amino]pyrimidine-5-carboxamide